FC1(CCN(CC1)C1=C(N=CC(=N1)N)C=1C=NN(C1)C)F 6-(4,4-difluoropiperidin-1-yl)-5-(1-methyl-1H-pyrazol-4-yl)pyrazin-2-amine